C(C(=C)C)(=O)NC(C(=O)[O-])C methacrylamidopropanoate